C(C)(C)NC1=NC(=NC=C1OC)C1=NC=CC=C1 Isopropyl-(5-methoxy-2-pyridin-2-yl-pyrimidin-4-yl)amine